CC(C#N)(C)N1N=C(C(=C1)NC1=NC=C(C(=N1)OCC1CCC(CC1)NC)C)C 2-methyl-2-(3-methyl-4-((5-methyl-4-(((1R,4R)-4-(methylamino)cyclohexyl)methoxy)pyrimidin-2-yl)amino)-1H-pyrazol-1-yl)propanenitrile